5-(1,1-difluoroethyl)pyrrolidin-2-one FC(C)(F)C1CCC(N1)=O